1-(1,3-diphenyl-1H-pyrazol-5-yl)-3-((3s,4r)-1-(2-methoxyethyl)-4-phenylpyrrolidin-3-yl)urea C1(=CC=CC=C1)N1N=C(C=C1NC(=O)N[C@@H]1CN(C[C@H]1C1=CC=CC=C1)CCOC)C1=CC=CC=C1